ClC1=C(C(=CC=C1)N1CCN(CC1)C(C)C)NC(=O)N1C[C@@](CC1)(C)OC1=CC=C(C=C1)Cl (3S)-N-[2-chloro-6-(4-isopropylpiperazin-1-yl)phenyl]-3-(4-chlorophenoxy)-3-methylpyrrolidine-1-carboxamide